C(=O)(OC(C)(C)C)C(CCCCC)(N)N Mono-Bochexanediamine